[N+](=O)([O-])C1=C(C=C(C=C1)[N+](=O)[O-])O 2,5-di-nitrophenol